(R)-N-(3'-((6-((1-acryloylazetidin-3-yl)oxy)-7-methoxyquinazolin-4-yl)amino)-4'-methoxy-[1,1'-biphenyl]-3-yl)-2-oxo-4-phenyloxazolidine-3-carboxamide C(C=C)(=O)N1CC(C1)OC=1C=C2C(=NC=NC2=CC1OC)NC=1C=C(C=CC1OC)C1=CC(=CC=C1)NC(=O)N1C(OC[C@H]1C1=CC=CC=C1)=O